CC(C(=O)[O-])(CC)O 2-methyl-2-hydroxy-butyrate